(2,2-dimethyl-1,3-dioxolan-4-yl)methyl 4-methoxy-5-{2-[2-(7-methylquinoline-8-sulfonamido)phenyl]ethynyl}pyridine-2-carboxylate COC1=CC(=NC=C1C#CC1=C(C=CC=C1)NS(=O)(=O)C=1C(=CC=C2C=CC=NC12)C)C(=O)OCC1OC(OC1)(C)C